FC(OC1=NC=CC(=C1)CNC(=O)NC1CCC(CC1)C(F)(F)F)F 1-[[2-(difluoro-methoxy)pyridin-4-yl]methyl]-3-[(1s,4s)-4-(trifluoromethyl)cyclohexyl]urea